5-cyclopropyl-3-fluoro-2-(4-{[(3R)-1-(2-hydroxyethyl)piperidin-3-yl]amino}pyrrolo[1,2-d][1,2,4]triazin-1-yl)phenol C1(CC1)C=1C=C(C(=C(C1)O)C=1C=2N(C(=NN1)N[C@H]1CN(CCC1)CCO)C=CC2)F